2,4,5-trimethyl-4,5-dihydro-6H-cyclopenta[b]thiophene-6-one CC1=CC2=C(S1)C(C(C2C)C)=O